bromo-2-fluoro-2'-(methoxymethoxy)-[1,1'-biphenyl] BrC=1C(=C(C=CC1)C1=C(C=CC=C1)OCOC)F